5-Bromo-6-chloro-N-(4-methoxybenzyl)-N-methylpyridine-3-sulfonamide BrC=1C=C(C=NC1Cl)S(=O)(=O)N(C)CC1=CC=C(C=C1)OC